NC=1C=CC2=C(OC[C@@H]3N2CCN(C3)C(=O)[O-])C1 (R)-8-amino-1,2,4a,5-tetrahydrobenzo[b]pyrazino[1,2-d][1,4]oxazine-3(4H)-carboxylate